CP(=O)(C)C=1C(=CC=C2C(=CNC12)C1=NC(=NC=C1C(F)(F)F)N[C@H](CO)C)C#N (S)-7-(Dimethylphosphoryl)-3-(2-((1-hydroxy-propan-2-yl)amino)-5-(trifluoromethyl)pyrimidine-4-yl)-1H-indole-6-carbonitrile